FC=1C=CC(=C(CNC=2C=C3C(=NNC3=CC2)N2N=CC(=C2)C(F)(F)F)C1)OC N-(5-fluoro-2-methoxybenzyl)-3-(4-(trifluoromethyl)-1H-pyrazol-1-yl)-1H-indazol-5-amine